tert-butyl 4-[1-(2,6-dioxo-3-piperidyl)-3-methyl-2-oxo-benzimidazol-5-yl]piperidine-1-carboxylate hydrochloride Cl.O=C1NC(CCC1N1C(N(C2=C1C=CC(=C2)C2CCN(CC2)C(=O)OC(C)(C)C)C)=O)=O